C(=O)(OOOC1CCC(CC1)C(C)(C)C)OC(=O)OOOC1CCC(CC1)C(C)(C)C bis(4-tert-butylcyclohexyl peroxy) dicarbonate